2-(4-cyclopropyl-6-methoxy-pyrimidin-5-yl)-4-[[3,5-difluoro-4-[1-isopropyl-4-(trifluoromethyl)imidazol-2-yl]phenyl]methoxy]-5-methoxy-pyrimidine C1(CC1)C1=NC=NC(=C1C1=NC=C(C(=N1)OCC1=CC(=C(C(=C1)F)C=1N(C=C(N1)C(F)(F)F)C(C)C)F)OC)OC